Hydroxypentenyl-propionate OCCCC=COC(CC)=O